N-(2,4-dimethoxybenzyl)-4-fluoro-N-(thiazol-2-yl)benzenesulfonamide COC1=C(CN(S(=O)(=O)C2=CC=C(C=C2)F)C=2SC=CN2)C=CC(=C1)OC